rac-(1-fluorocyclopropyl)(6-(4-(2-hydroxyphenyl)piperidin-1-yl)-2-azaspiro[3.4]octan-2-yl)methanone FC1(CC1)C(=O)N1CC2(C1)C[C@@H](CC2)N2CCC(CC2)C2=C(C=CC=C2)O |r|